ClC1=C(C(C2=CC=CC=C2)(C2=CC=CC=C2)[C@H](C(=O)O)C(C(=O)N(C)[C@H](CNC(=O)OCC2C3=CC=CC=C3C=3C=CC=CC23)C)CC2=CC=CC=C2)C=CC=C1 (2-Chlorotrityl)(R)-4-(((S)-1-((((9H-fluoren-9-yl)methoxy)carbonyl)amino)propan-2-yl)(methyl)amino)-3-benzyl-4-oxobutanoic acid